Cl.Cl.N[C@H](C)C1CCC(CC1)C(=O)NC1=CC=NC=C1 4-[(1R)-1-aminoethyl]-N-(pyridin-4-yl)cyclohexane-1-carboxamide dihydrochloride